C1(CC1)OCC(F)(F)C=1C(=C(C=CC1)[C@@H](C)NC1=NC(=NC2=CC(=C(C=C12)OCCOC)OC)C)F (R)-N-(1-(3-(2-cyclopropyloxy-1,1-difluoroethyl)-2-fluorophenyl)ethyl)-7-methoxy-6-(2-methoxyethoxy)-2-methyl-quinazolin-4-amine